ClC1=C(C=C(C=C1)F)C1(NC(C2=C1C(=CC1=C(N(N=C21)C)CC(F)F)NC(C2=CC(=CC(=C2)C(F)(F)F)F)=O)=O)O N-[6-(2-chloro-5-fluorophenyl)-3-(2,2-difluoroethyl)-6-hydroxy-2-methyl-8-oxo-7,8-dihydro-6H-pyrrolo[4,3-g]indazol-5-yl]-3-fluoro-5-(trifluoromethyl)benzamide